2,2,5,5,7,7-hexamethyl-8a-hydroxy-3,5,7,8-tetrahydro-2H-dipyrrolo[3,2-b:3',2'-d]Pyridine CC1(CC2=NC(C=3C(C2=N1)(CC(N3)(C)C)O)(C)C)C